C1(CCC1)OC=1C(=CC=2C(N1)=NN(C2)C21COC(C2)(C1)C)C(=O)NC=1C(N(C=CC1)C1CC1)=O 6-cyclobutoxy-N-(1-cyclopropyl-2-oxo-1,2-dihydropyridin-3-yl)-2-(1-methyl-2-oxabicyclo[2.1.1]hex-4-yl)-2H-pyrazolo[3,4-b]pyridine-5-carboxamide